(S)-2-(2-isopropylpyridin-3-yl)-9-(1-(4-(1-methyl-4-(trifluoromethyl)-1H-imidazol-2-yl)phenyl)ethyl)-7,9-dihydro-8H-purin-8-one C(C)(C)C1=NC=CC=C1C1=NC=C2NC(N(C2=N1)[C@@H](C)C1=CC=C(C=C1)C=1N(C=C(N1)C(F)(F)F)C)=O